NC=1C=CC(=C2CN(C(C12)=O)CC(C#N)=C)C=1C=CC2=C(N=C(O2)CC)C1 2-{[7-amino-4-(2-ethyl-1,3-benzoxazol-5-yl)-1-oxo-2,3-dihydro-1H-isoindol-2-yl]methyl}prop-2-enenitrile